BrC=1C=C(C(=C(C1)Cl)OC1=CC=C(C=C1)OC)Cl 5-Bromo-1,3-dichloro-2-(4-methoxyphenoxy)benzene